C(C)(C)(C)OC(=O)N(C)CC1=NC=CC(=C1)C1=C(N=CN1CC(=O)N1CCN(CC1)C(=O)OC(C)(C)C)C1=CC=C(C=C1)Cl tert-butyl 4-(2-{5-[2-({[(tert-butoxy)carbonyl](methyl)amino}methyl)pyridin-4-yl]-4-(4-chlorophenyl)-1H-imidazol-1-yl}acetyl)piperazine-1-carboxylate